(2S,3S)-3-(4-fluoro-2-methylphenyl)-4-methylpentan FC1=CC(=C(C=C1)[C@@H](CC)C(C)C)C